NC(C1=CC=CC=C1)C(=O)OCC(C)C Isobutyl phenylglycinate